(dibenzylamino)-3,3-difluoropyrrolidine-1-carboxylic acid tert-butyl ester C(C)(C)(C)OC(=O)N1C(C(CC1)(F)F)N(CC1=CC=CC=C1)CC1=CC=CC=C1